2-(3-ethylsulfanyl-6-fluoro-2-pyridyl)-3-methyl-6-(1,1,2,2,2-pentafluoroethyl)imidazo[4,5-b]pyridine C(C)SC=1C(=NC(=CC1)F)C1=NC=2C(=NC=C(C2)C(C(F)(F)F)(F)F)N1C